3-[6-Chloro-3-[[(1R)-1-(3,6-dimethyl-4-oxo-2-pyrazin-2-yl-chromen-8-yl)ethyl]amino]-2-pyridyl]-4H-1,2,4-oxadiazol-5-one ClC1=CC=C(C(=N1)C1=NOC(N1)=O)N[C@H](C)C=1C=C(C=C2C(C(=C(OC12)C1=NC=CN=C1)C)=O)C